C1(CC1)C=1SC(=CN1)C=1C=C(C=CC1)N(C(=O)[C@@H]1CC[C@H](CC1)CC(=O)O)C[C@@H]1CC[C@H](CC1)C=1C=NC(=CC1)N(C)C 2-(trans-4-((3-(2-Cyclopropylthiazol-5-yl)phenyl)((trans-4-(6-(dimethylamino)pyridin-3-yl)cyclohexyl)methyl)carbamoyl)cyclohexyl)-acetic acid